octadecyl 8-((3-hydroxycyclohexyl)amino)octanoate OC1CC(CCC1)NCCCCCCCC(=O)OCCCCCCCCCCCCCCCCCC